[Si](C1=CC=CC=C1)(C1=CC=CC=C1)(C(C)(C)C)O[Si](C1=CC=CC=C1)(C1=CC=CC=C1)C(C)(C)C tert-Butyldiphenylsilylether